4-(aminomethyl)-6-(5-(6-methoxy-1-oxo-2,3-dihydro-1H-isoindol-2-yl)-1-methyl-1H-pyrazol-4-yl)phthalazin-1(2H)-one NCC1=NNC(C2=CC=C(C=C12)C=1C=NN(C1N1C(C2=CC(=CC=C2C1)OC)=O)C)=O